NC=1C(=NC(=C(N1)C=1OC=CN1)C=1C=CC=2N(C1)C(=CN2)C)C(=O)N[C@@H](CN2N=CC=N2)C 3-amino-6-[3-methylimidazo[1,2-a]pyridin-6-yl]-5-(1,3-oxazol-2-yl)-N-[(2R)-1-(2H-1,2,3-triazol-2-yl)propan-2-yl]pyrazine-2-carboxamide